epoxychloropropanediol ClC1(C(O1)(O)O)C